N-[4-chloro-2-(3-pyridinyl)thiazol-5-yl]-N,2-dimethyl-3-methylthiopropanamide ClC=1N=C(SC1N(C(C(CC)C)=S)C)C=1C=NC=CC1